BrC=1C=CC(=NC1)[C@H](COC(C)(C)C)O |r| rac-1-(5-bromopyridin-2-yl)-2-(tert-butoxy)ethan-1-ol